7-(3,6-dihydro-2H-pyran-4-yl)-N-(2,4-dimethoxybenzyl)-5H-pyrrolo[3,2-d]pyrimidin-4-amine O1CCC(=CC1)C1=CNC2=C1N=CN=C2NCC2=C(C=C(C=C2)OC)OC